Cl.NC1(C(C(CCC1)O)=O)C1=C(C(=CC=C1)C(F)(F)F)F 2-amino-2-(2-fluoro-3-(trifluoromethyl)phenyl)-6-hydroxycyclohexane-1-one hydrochloride